1-(6-(1H-indol-4-yl)-1H-imidazo[4,5-b]pyrazin-1-yl)ethyl-5,7-difluoro-3-(1-methyl-1H-pyrazol-4-yl)quinoline N1C=CC2=C(C=CC=C12)C1=CN=C2C(=N1)N(C=N2)C(C)C2=NC1=CC(=CC(=C1C=C2C=2C=NN(C2)C)F)F